(2-ethynyl-thiazol-4-yl)(4-(4-(1-methyl-1H-indazol-4-yl)phenyl)piperidin-1-yl)methanone C(#C)C=1SC=C(N1)C(=O)N1CCC(CC1)C1=CC=C(C=C1)C1=C2C=NN(C2=CC=C1)C